ethylhexyl-glyceric acid C(C)C(C(C(=O)O)(O)CCCCCC)O